7-(8-chloronaphthalen-1-yl)-2-((2,2-dimethyltetrahydro-1H-pyrrolizin-7a(5H)-yl)methoxy)-8-fluoropyrido[4,3-d]pyrimidine ClC=1C=CC=C2C=CC=C(C12)C1=C(C=2N=C(N=CC2C=N1)OCC12CCCN2CC(C1)(C)C)F